ClC=1C(=C2C=NNC2=C(C1F)CN(C)C)C=1N=CC=2N(C1)C=C(N2)NC(=O)C2C(C2)F N-(6-(5-chloro-7-((dimethylamino)methyl)-6-fluoro-1H-indazol-4-yl)imidazo[1,2-a]pyrazin-2-yl)-2-fluorocyclopropane-1-carboxamide